2,4,6-tristyrylphenol C(=CC1=CC=CC=C1)C1=C(C(=CC(=C1)C=CC1=CC=CC=C1)C=CC1=CC=CC=C1)O